2-(4-(7-acetyl-1-methyl-2,3-dioxo-2,3-dihydropyrido[2,3-b]pyrazin-4(1H)-yl)piperidin-1-yl)pyrimidine-5-carbonitrile C(C)(=O)C1=CC2=C(N(C(C(N2C)=O)=O)C2CCN(CC2)C2=NC=C(C=N2)C#N)N=C1